{2,6-bis[2-(2,3,6,7-tetrahydro-8-methoxy-1,1,7,7-tetramethyl-1H,5H-benzo[ij]quinolizin-9-yl)ethenyl]-4H-pyran-4-ylidene}propanedinitrile COC1=C(C=C2C(CCN3CCC(C1=C23)(C)C)(C)C)C=CC=2OC(=CC(C2)=C(C#N)C#N)C=CC2=C(C=3C(CCN1CCC(C(C31)=C2)(C)C)(C)C)OC